NCCN1C(=NC2=C1C(=C1C(=C2)CC(C1)CN1CCC2(CN(C(O2)=O)C2=NC3=C(OCC(N3)=O)N=C2)CC1)F)C 6-[8-[[1-(2-aminoethyl)-8-fluoro-2-methyl-6,7-dihydro-5H-cyclopenta[f]benzimidazol-6-yl]methyl]-2-oxo-1-oxa-3,8-diazaspiro[4.5]decan-3-yl]-4H-pyrazino[2,3-b][1,4]oxazin-3-one